Benzyl 3-fluorocyclobutane-1-carboxylate FC1CC(C1)C(=O)OCC1=CC=CC=C1